(cycloheptylamino)-4-methyl-thiazol C1(CCCCCC1)NC=1SC=C(N1)C